3-(5-(((1R,2R)-2-(ethylamino)cyclohexyl)amino)-1-oxoisoindolin-2-yl)piperidine-2,6-dione C(C)N[C@H]1[C@@H](CCCC1)NC=1C=C2CN(C(C2=CC1)=O)C1C(NC(CC1)=O)=O